S(SC[C@H]([C@@H](CS(=O)[O-])N)N)C[C@H]([C@@H](CS(=O)[O-])N)N.[Na+].[Na+] sodium (2S,2'S,3S,3'S)-4,4'-disulfanediylbis(2,3-diaminobutane-1-sulfinate)